2-chloro-N-(4-sulfamoyl-phenyl)acetamide tert-butyl-N-methyl-N-[2-(3-nitropyrazol-1-yl)ethyl]carbamate C(C)(C)(C)OC(N(CCN1N=C(C=C1)[N+](=O)[O-])C)=O.ClCC(=O)NC1=CC=C(C=C1)S(N)(=O)=O